O=C1CC(C1)C(=O)OC(C)(C)C Tert-butyl 3-oxocyclobutanoate